C1(CC1)NC1=NC(=CC2=C1N=C(N=C2)N[C@H]2[C@H](COC2)NC(C=C)=O)C2=C(C(=CC(=C2F)OC)OC)F N-((3R,4S)-4-((8-(cyclopropylamino)-6-(2,6-difluoro-3,5-dimethoxyphenyl)pyrido[3,4-d]pyrimidin-2-yl)amino)tetrahydrofuran-3-yl)acrylamide